C(C1=CC=CC=C1)C1=CSC=2N3C(COCC21)=NN=C3C 3-benzyl-9-methyl-4H,6H-thieno[2,3-e][1,2,4]triazolo[3,4-c][1,4]oxazepine